C(C)OC(C(C1=C2N(C=N1)CCC2)N2C(C1=CC(=CC(=C1C2)F)Br)=O)=O 2-(6-bromo-4-fluoro-1-oxo-isoindolin-2-yl)-2-(6,7-dihydro-5H-pyrrolo[1,2-c]imidazol-1-yl)acetic acid ethyl ester